1-isopropyl-3-(4-chlorophenyl)-5-methyl-pyrazol-4-ol C(C)(C)N1N=C(C(=C1C)O)C1=CC=C(C=C1)Cl